2-(6-{5-chloro-2-[(oxacyclohex-4-yl)amino]pyrimidin-4-yl}-1-oxo-2,3-dihydro-1H-isoindol-2-yl)-N-(3-methylpent-3-yl)acetamide ClC=1C(=NC(=NC1)NC1CCOCC1)C1=CC=C2CN(C(C2=C1)=O)CC(=O)NC(CC)(CC)C